4-(4-morpholinopyrimidin-2-yl)-7-methoxyquinazoline-4,6-diamine O1CCN(CC1)C1=NC(=NC=C1)C1(NC=NC2=CC(=C(C=C12)N)OC)N